2-(3,5-Difluoro-4-(4-(6-(N-isopropylcarbamimidoyl)-1H-benzo[d]imidazol-2-yl)-2-methoxyphenoxy)phenyl)-N-isopropyl-1H-benzo[d]imidazole-6-carboximidamide FC=1C=C(C=C(C1OC1=C(C=C(C=C1)C1=NC2=C(N1)C=C(C=C2)C(NC(C)C)=N)OC)F)C2=NC1=C(N2)C=C(C=C1)C(NC(C)C)=N